ClC1=CC=C(C=C1)N1N=C(C(=C1C1=CC=CC=C1)C)C(=O)OCC Ethyl 1-(4-chlorophenyl)-4-methyl-5-phenyl-1H-pyrazole-3-carboxylate